C(C1=CC=CC=C1)N1CC=2N=C(N=C(C2CC1)N1[C@@H](CCC1)CO)NC=1N=CN(C1)C1=CC(=C(C(=C1)OC)OC)OC (S)-(1-(7-benzyl-2-((1-(3,4,5-trimethoxyphenyl)-1H-imidazol-4-yl)amino)-5,6,7,8-tetrahydropyrido[3,4-d]pyrimidin-4-yl)pyrrolidin-2-yl)methanol